E-2,4,8-trimethylnon-1,3,7-triene CC(=C)\C=C(\CCC=C(C)C)/C